C(C)(C)(C)C1CC2(C1)NC(N(C2=O)C=2C=NC=CC2C)=O 2-tert-butyl-7-(4-methylpyridin-3-yl)-5,7-diazaspiro[3.4]octane-6,8-dione